4-(2-Cyclopentylacetyl)-3-hydroxy-2-methylphenoxylbutoxyl-4-methylbenzoic acid C1(CCCC1)CC(=O)C1=C(C(=C(OCCCCOC2=C(C(=O)O)C=CC(=C2)C)C=C1)C)O